C(C1=CC=CC=C1)OC(=O)N[C@H]1C[C@@H](CCC1)C(=O)OCC ethyl (1R,3R)-3-(benzyloxycarbonylamino)cyclohexanecarboxylate